C1(CC1)C1=C2C(=C(N=C1)OC)N(C(=C2)CN2C[C@H](CCC2)C)S(=O)(=O)C2=CC=C(C=C2)C 4-cyclopropyl-7-methoxy-2-[[(3S)-3-methyl-1-piperidinyl]methyl]-1-(p-tolylsulfonyl)pyrrolo[2,3-c]pyridine